ClC=1C(=NC(=NC1)NC=1C=CC2=C(N(C=N2)C)C1)C=1C=NN(C1)[C@H](CC#N)C1CCCC1 (R)-3-(4-(5-chloro-2-((1-methyl-1H-benzo[d]imidazol-6-yl)amino)pyrimidin-4-yl)-1H-pyrazol-1-yl)-3-cyclopentylpropanenitrile